Cyclobutanedioic acid magnesium salt [Mg+2].C1(CCC1)(C(=O)[O-])C(=O)[O-]